OC(C#N)C1=CC=CC=C1 alpha-hydroxyphenylacetonitrile